C(C1=CC=CC=C1)(C1=CC=CC=C1)=NC1(C(C1)C)C#N 1-(benzhydrylideneamino)-2-methyl-cyclopropanecarbonitrile